C(#N)C1=CC(=C(C(=C1)F)N1CCN(CC1)CC1=NSC(=C1)NC(C(CC)=O)=O)F N-(3-((4-(4-cyano-2,6-difluorophenyl)piperazin-1-yl)methyl)isothiazol-5-yl)-2-oxobutanamide